C(C)C=1C(=CC=C2C=C(C=C(C12)N1N=CC2=C(C1=O)N=C(N=C2)OC([2H])([2H])[C@H]2N(CCC2)C)O)F 7-(8-ethyl-7-fluoro-3-hydroxynaphthalen-1-yl)-2-(((S)-1-methylpyrrolidin-2-yl)methoxy-d2)Pyrimido[4,5-d]Pyridazin-8(7H)-one